CC1=C(C=C(C=N1)NC(C1=CC(=CC=C1)C(F)(F)F)=O)C1=CC2=C(N=C(N=C2)NC)N=C1 N-(6-methyl-5-(2-(methylamino)pyrido[2,3-d]pyrimidin-6-yl)pyridin-3-yl)-3-(trifluoromethyl)benzamide